[Al].[Sn].[Cu] copper-tin aluminum